FC1=C2C(=CC=3N=C(OC31)[C@H]3N(CC3)C(=O)OC(C)(C)C)CC(C2)C=O tert-butyl (2S)-2-(8-fluoro-6-formyl-6,7-dihydro-5H-cyclopenta[f][1,3]benzoxazol-2-yl)azetidine-1-carboxylate